FC(C(F)(F)F)(C1(C(C(=O)O)=CC(C(=C1)C(=O)O)(C(=O)O)C(C(F)(F)F)(F)F)C(=O)O)F 2,5-di(pentafluoroethyl)pyromellitic acid